cycloheptylaminosulfonate C1(CCCCCC1)NS(=O)(=O)[O-]